C(C)(=O)C1=CC(=C(C=C1F)N1CC2CCC(C1)N2C(=O)OC(C)(C)C)F tert-Butyl 3-(4-acetyl-2,5-difluorophenyl)-3,8-diazabicyclo[3.2.1]octane-8-carboxylate